(R)-3-(2,3-dihydroxypropyl)-8-(pyridin-3-yl)-6-(4-(trifluoromethyl)phenyl)pyrido[3,4-d]pyrimidin-4(3H)-one O[C@H](CN1C=NC2=C(C1=O)C=C(N=C2C=2C=NC=CC2)C2=CC=C(C=C2)C(F)(F)F)CO